O=C(CC(=O)OC)CC(=O)OC 1,5-dimethyl 3-oxoglutarate